Cl.NC1=NC(=C(C(=N1)N)N)N 2,4,5,6-tetraaminopyrimidine hydrochloride